1,3-dimethyl-1H-1,2,4-triazole CN1N=C(N=C1)C